C12CCCC2O1 6-oxabicyclo[3.1.0]hexane